C(\C=C/CCC)O (cis)-2-hexenol